FC1=C(C(=CC(=C1)O)F)C=1C=C2C(=NNC2=CC1)NC(=O)C1CCN(CC1)C N-[5-(2,6-difluoro-4-hydroxyphenyl)-1H-indazol-3-yl]-1-methylpiperidine-4-carboxamide